3-Amino-N-(3-(4-amino-4-methylpiperidin-1-yl)pyridin-2-yl)-6-(5-fluoro-2-morpholinopyrimidin-4-yl)pyrazin-2-carboxamid NC=1C(=NC(=CN1)C1=NC(=NC=C1F)N1CCOCC1)C(=O)NC1=NC=CC=C1N1CCC(CC1)(C)N